2-amino-2-(2-chlorophenyl)cyclohexan-1-one NC1(C(CCCC1)=O)C1=C(C=CC=C1)Cl